(5-bicyclo[2.2.1]hept-2-enyl)dimethylethoxysilane C12C=CC(C(C1)[Si](OCC)(C)C)C2